C(C1=CC=CC=C1)OC1=C(C=2C(N(CC2C=C1)C1C(NC(CC1)=O)=O)=O)C#N 5-(benzyloxy)-2-(2,6-dioxopiperidin-3-yl)-3-oxoisoindoline-4-carbonitrile